guanylbenzimidazole C(N)(=N)C=1NC2=C(N1)C=CC=C2